CN1C2=NC(=NC(=C2N=C1)C1=CC=C(C=C1)OC(F)(F)F)[C@H]1CN(CC1)CC=C (R)-1-(3-(9-Methyl-6-(4-(trifluoromethoxy)phenyl)-9H-purin-2-yl)pyrrolidin-1-yl)prop-2-en